5-chloro-2-fluoro-4-(6-((tetrahydro-2H-pyran-4-yl)oxy)pyridin-3-yl)aniline ClC=1C(=CC(=C(N)C1)F)C=1C=NC(=CC1)OC1CCOCC1